COC(=O)C=1C=C(C=C(C1)NC(C1=CC=C(C=C1)C(F)(F)F)=O)C1=CC=C(C=C1)C1=NOC(=C1)CO 4'-(5-(hydroxymethyl)isoxazol-3-yl)-5-(4-(trifluoromethyl)benzoylamino)-[1,1'-biphenyl]-3-carboxylic acid methyl ester